OCCOC1=CC=C(C=C1)C(C(C)(C)O)C(=O)C(C(C)(O)C)C1=CC=C(C=C1)OCCO 4-(2-hydroxyethoxy)phenyl(2-hydroxy-2-methylpropyl)ketone